ClC=1C(=NC(=NC1)NC1=C(C=C(C(=O)O)C=C1)OC)NC1=C(C=CC=C1)N(S(=O)(=O)C)C 4-((5-chloro-4-((2-(N-methylmethylsulfonamido)phenyl)amino)pyrimidin-2-yl)amino)-3-methoxybenzoic acid